C(C)OC(CC([C@@H](C)NC(CN1C(C(C2=C(C(=CC(=C12)F)C1CC1)F)(C)C)=O)=O)(C)C)=O (R)-4-(2-(5-cyclopropyl-4,7-difluoro-3,3-dimethyl-2-oxoindolin-1-yl)acetamido)-3,3-dimethylpentanoic acid ethyl ester